F[C@H]1C[C@H](N2N=C(N=C21)S[C@@H]2C[C@H](C2)OC(C2=CC=C(C=C2)[N+](=O)[O-])=O)C2=CC=CC=C2 trans-4-nitrobenzoic acid [3-[[(5S,7S)-7-fluoro-5-phenyl-6,7-dihydro-5H-pyrrolo[1,2-b][1,2,4]triazol-2-yl] thio] cyclobutyl] ester